NCC(CN1C[C@@H](CCC1)N1N=C(C=2C1=NC=NC2N)C2=CC=C(C=C2)OC2=CC=CC=C2)=O (R)-3-amino-1-(3-(4-amino-(4-phenoxyphenyl)-1H-pyrazolo[3,4-d]pyrimidin-1-yl)piperidin-1-yl)acetone